N[C@H](C(=O)NC1=NC=2C=CC=CC2C2=C1N=C(N2CC(C)(C)OCCNC(CCCCCN2C(C=CC2=O)=O)=O)COCC)C(C)C (S)-N-(2-((1-(4-(2-amino-3-methylbutanamido)-2-(ethoxymethyl)-1H-imidazo[4,5-c]quinolin-1-yl)-2-methylpropan-2-yl)oxy)ethyl)-6-(2,5-dioxo-2,5-dihydro-1H-pyrrol-1-yl)hexanamide